(E)-4-((5-(4-acetylpiperazin-1-yl)thiophen-2-yl)methylene)-3-phenylisoxazol-5(4H)-one C(C)(=O)N1CCN(CC1)C1=CC=C(S1)\C=C\1/C(=NOC1=O)C1=CC=CC=C1